(+/-)-3,7-dimethyl-1-octanol C[C@@H](CCO)CCCC(C)C |r|